tert-butyl (2,2-dimethyl-4-oxo-3,8,11,14,17,20,23,26,29-nonaoxa-5-azadotriacontan-32-oyl)lysinate CC(C)(OC(NCCOCCOCCOCCOCCOCCOCCOCCOCCC(=O)N[C@@H](CCCCN)C(=O)OC(C)(C)C)=O)C